beta-D-galactose pentapivalate C(C(C)(C)C)(=O)O[C@H]1[C@H](OC(C(C)(C)C)=O)[C@@H](OC(C(C)(C)C)=O)[C@@H](OC(C(C)(C)C)=O)[C@H](O1)COC(C(C)(C)C)=O